[S-][S-].[Li+].[Fe+2] Iron-lithium disulphide